5-(3-((3S,4R)-4-(3,4-difluorophenyl)-1-(2-methoxyethyl)pyrrolidin-3-yl)ureido)-3-methoxy-1-phenyl-1H-pyrazole-4-carboxamide FC=1C=C(C=CC1F)[C@H]1[C@@H](CN(C1)CCOC)NC(NC1=C(C(=NN1C1=CC=CC=C1)OC)C(=O)N)=O